FC1=CN=CC2=C1N=C(N=C2OCC(F)(F)F)OC[C@]21CCCN1C[C@@H](C2)F 8-fluoro-2-(((2R,7aS)-2-fluorotetrahydro-1H-pyrrolizin-7a(5H)-yl)methoxy)-4-(2,2,2-trifluoroethoxy)pyrido[4,3-d]pyrimidine